N-ethyl-2-(4-fluoro-5-methoxy-1H-indol-3-yl)-N-methylethan-1-amine C(C)N(CCC1=CNC2=CC=C(C(=C12)F)OC)C